ClC=1C=C2C=C(NC2=CC1)CNC(N([C@H]1CN(CCC1)C(=O)C1CN(C1)S(=O)(=O)C)C)=O (R)-3-((5-chloro-1H-indol-2-yl)methyl)-1-methyl-1-(1-(1-(methylsulfonyl)azetidine-3-carbonyl)piperidin-3-yl)urea